C(CCCC=C)(=O)[O-] hexa-5-enoate